C(C)N1C[C@@H](N(CC1)C(=O)Cl)C (S)-4-ethyl-2-methylpiperazine-1-carbonyl chloride